COC=1C=C(CN(C=2SC=C(N2)COCCN2C(CN(CC2)C)=O)CC2=CC(=CC=C2)OC)C=CC1 1-(2-((2-(bis(3-methoxybenzyl)amino)thiazol-4-yl)methoxy)ethyl)-4-methylpiperazin-2-one